(2S)-2-(4-fluorophenyl)-N-{4-[5-fluoro-3-(pyridin-2-yl)-1H-pyrrolo[3,2-b]pyridin-2-yl]pyridin-2-yl}propanamide FC1=CC=C(C=C1)[C@@H](C(=O)NC1=NC=CC(=C1)C1=C(C2=NC(=CC=C2N1)F)C1=NC=CC=C1)C